2-amino-N-(p-tolyl)ethane-1-sulfonylamine hydrochloride Cl.NCCS(=O)(=O)NC1=CC=C(C=C1)C